1-Butyl-5-(diaminomethylene)-3-(4-(hydroxymethyl)-4-((2-oxo-1,2-dihydropyridin-3-yl)methyl)cyclohexyl)pyrimidine-2,4,6(1H,3H,5H)-trione C(CCC)N1C(N(C(C(C1=O)=C(N)N)=O)C1CCC(CC1)(CC=1C(NC=CC1)=O)CO)=O